N1=CNC2=NC=CC(=C21)C=2C=NN(C2)C2=CC=C(C=N2)CO (6-(4-(3H-imidazo[4,5-b]pyridin-7-yl)-1H-pyrazol-1-yl)pyridin-3-yl)methanol